FC(C(=O)O)(C1=C(C=C(C=C1)C)C(F)(F)F)F 2,2-difluoro-2-(4-methyl-2-(trifluoromethyl)phenyl)acetic acid